PHOSPHOLAN-PHOSPHIT P(O)(O)O.P1CCCC1